3-methyl-3-hydroxyMethyloxetane (4-azanylcarbothioyl-3-methyl-phenyl)5-(benzenecarbothioyl)-2,3-dihydro-1H-pyrrolizine-1-carboxylate NC(=S)C1=C(C=C(C=C1)OC(=O)C1CCN2C(=CC=C12)C(=S)C1=CC=CC=C1)C.CC1(COC1)CO